COC1=CC=C(C=C1)CN1C(C(CCCC1)C(=O)[O-])=O (4-methoxyphenyl)methyl-oxoazepane-3-carboxylate